BrC1=NC=C(C(=C1)N1C(C=C(C=C1C)O)=O)C 2'-bromo-4-hydroxy-5',6-dimethyl-[1,4'-bipyridin]-2-one